tin-bismuth-lanthanum [La].[Bi].[Sn]